FC(S(=O)(=O)O[Si](C)(C)C(C)(C)C)(F)F [tert-butyl (dimethyl) silyl] trifluoromethanesulfonate